C(C1=CC=CC=C1)C=1N=C(C2=C(N1)NC1=C2N=CC(=C1)C=1N=NNN1)NC1CCC(CC1)N (1R,4R)-N1-(2-benzyl-7-(2H-tetrazol-5-yl)-9H-pyrido[2',3':4,5]Pyrrolo[2,3-d]Pyrimidin-4-yl)cyclohexane-1,4-diamine